FC1=CC=C(C=C1)C1=NN2C(CN(CC2)C(C)=O)=C1 1-(2-(4-fluorophenyl)-6,7-dihydropyrazolo[1,5-a]pyrazin-5(4H)-yl)ethan-1-one